(3S)-3-({(1R)-2-[4,6-bis(trifluoromethyl)-1,3,5-triazin-2-yl]-6-chloro-2,3,4,9-tetrahydro-1H-pyrido[3,4-b]indol-1-yl}methyl)-1-methylpiperidin-2-one FC(C1=NC(=NC(=N1)C(F)(F)F)N1[C@@H](C=2NC3=CC=C(C=C3C2CC1)Cl)C[C@H]1C(N(CCC1)C)=O)(F)F